FC=1C=C(C=C(C1)OC1=C(C=C(C=C1)[N+](=O)[O-])C)C=1C(=NOC1C)C 4-(3-Fluoro-5-(2-methyl-4-nitrophenoxy)phenyl)-3,5-dimethylisoxazole